tert-butyl (E)-2-((6-((tert-butoxycarbonyl)amino)pyridin-2-yl)methylene)hydrazine-1-carboxylate C(C)(C)(C)OC(=O)NC1=CC=CC(=N1)\C=N\NC(=O)OC(C)(C)C